OC1CCC(CC1)N(CCCCCCC(C(=O)N(CCCCCCCCCC)CCCCCCCCCC)F)CCCCCCC(C(=O)N(CCCCCCCCCC)CCCCCCCCCC)F 8,8'-(((1R,4R)-4-HYDROXYCYCLOHEXYL)AZANEDIYL)BIS(N,N-DIDECYL-2-FLUOROOCTANAMIDE)